C(C)OC=1C=C(C=CC1C1=NN=NN1)C1=CC(=NC=N1)NCCN1C(=CC2=C(C=CC(=C12)F)OC)C#N 1-(2-{6-[3-Ethoxy-4-(1H-tetrazol-5-yl)-phenyl]-pyrimidin-4-ylamino}ethyl)-7-fluoro-4-methoxy-1H-indol-2-carbonitril